methyl-6-(3-(4-((tert-butyldimethylsilyl)oxy)-2-chlorophenyl)-3-hydroxyazetidin-1-yl)-5-fluoronicotinic acid CC1=C(C(=O)O)C=C(C(=N1)N1CC(C1)(O)C1=C(C=C(C=C1)O[Si](C)(C)C(C)(C)C)Cl)F